FC(C(=O)O)(F)F.NC=1C(=NC(=CN1)C=1C=NN(C1)C1CCN(CC1)CCOC(F)(F)F)C=1C=CC(N(N1)C1=CC(=CC(=C1)OC)OC)=O 6-(3-amino-6-(1-(1-(2-(trifluoromethoxy)ethyl)piperidin-4-yl)-1H-pyrazol-4-yl)pyrazin-2-yl)-2-(3,5-dimethoxyphenyl)pyridazin-3(2H)-one 2,2,2-trifluoroacetate salt